tert-butyl (R)-7-(5-((1-(tert-butoxycarbonyl)pyrrolidin-3-yl)(ethyl)amino)pentyl)-3,4-dihydro-1,8-naphthyridine-1(2H)-carboxylate C(C)(C)(C)OC(=O)N1C[C@@H](CC1)N(CCCCCC1=CC=C2CCCN(C2=N1)C(=O)OC(C)(C)C)CC